ClCC(=O)OC12CCC(CC1)C2 norbornyl chloroacetate